C(C1=CC=CC=C1)OC1=NC(=NC2=C(C(=CC=C12)C1=CC(=CC2=CC=CC=C12)O[Si](C)(C)C(C)(C)C)F)OC[C@H]1N(CCC1)C (S)-4-(benzyloxy)-7-(3-((tert-butyldimethylsilyl)oxy)naphthalen-1-yl)-8-fluoro-2-((1-methylpyrrolidin-2-yl)methoxy)quinazoline